NOP(=O)(O)C1=C(C(=O)O)C=CC=C1C1[C@H](O)[C@H](O)[C@H](O1)CO o-aminophosphoribosylbenzoic acid